3-iodo-2-(6-methylpyridin-2-yl)-5,6-dihydro-8H-imidazo[2,1-c][1,4]oxazine IC1=C(N=C2COCCN21)C2=NC(=CC=C2)C